N1-[4-(4-amino-2-(2-methoxyethyl)-1H-imidazo[4,5-c]quinolin-1-yl)butyl]-4-fluoro-1-benzenesulfonamide NC1=NC=2C=CC=CC2C2=C1N=C(N2CCCCNS(=O)(=O)C2=CC=C(C=C2)F)CCOC